2-(2,6-dioxopiperidin-3-yl)-5-((1-(3-(3-((1r,3r)-3-((5-(5-methyl-5H-pyrido[4,3-b]indol-7-yl)pyridin-2-yl)oxy)cyclobutoxy)propoxy)propyl)azetidin-3-yl)oxy)isoindoline-1,3-dione O=C1NC(CCC1N1C(C2=CC=C(C=C2C1=O)OC1CN(C1)CCCOCCCOC1CC(C1)OC1=NC=C(C=C1)C=1C=CC=2C3=C(N(C2C1)C)C=CN=C3)=O)=O